C1(CCCC1)NC(CC)=O N-cyclopentylpropanamide